C1(=CC=CC=C1)S(=O)(=O)N1C=CC=2C1=NC=C1C2N(C(=N1)[C@@H](C)O)C1CN(CC1)S(=O)(=O)C=1SC=CC1 (1R)-1-(6-(benzenesulfonyl)-1-(1-(thiophen-2-ylsulfonyl)pyrrolidine-3-yl)-1,6-dihydroimidazo[4,5-d]pyrrolo[2,3-b]pyridin-2-yl)ethanol